ClC1=CC=C(C=N1)N[C@H](C)C1=CC(=CC=2C(C(=C(OC21)C2=CC=C1C=NN(C1=C2)C2OCCCC2)C)=O)C 8-[(1R)-1-[(6-chloro-3-pyridinyl)amino]ethyl]-3,6-dimethyl-2-(1-tetrahydropyran-2-yl-indazol-6-yl)benzopyran-4-one